FC(C=1C=NC=CC1CO)F [3-(difluoromethyl)-4-pyridyl]methanol